ethyl 2-(5-bromo-6-fluoropyridin-2-yl)-2-[(tert-butoxycarbonyl)amino]acetate BrC=1C=CC(=NC1F)C(C(=O)OCC)NC(=O)OC(C)(C)C